Ethylenglycol Carbonate C(O)(=O)OCCO